2,3-dihydro-benzofuran-5-carboxylic acid [2-(2-oxa-6-aza-spiro[3.5]non-6-yl)-benzothiazol-5-yl]-amide C1OCC12CN(CCC2)C=2SC1=C(N2)C=C(C=C1)NC(=O)C=1C=CC2=C(CCO2)C1